1,3-dimethyl-1H-pyrazol-4-amine CN1N=C(C(=C1)N)C